COC1CCC(CC1)CO ((1s,4s)-4-methoxycyclohexyl)methanol